(R)-3-(2-isopropylphenyl)-1-((8-methoxy-2,2-dimethyl-2H-chromen-6-yl)methyl)piperazine C(C)(C)C1=C(C=CC=C1)[C@@H]1CN(CCN1)CC=1C=C2C=CC(OC2=C(C1)OC)(C)C